Cl.C[C@H]1N([C@H](CN(C1)C1=NC=C(N=C1)C(F)(F)F)C)C(=O)OCCC1CCN(CC1)CC1=CC=CC=C1 2-(1-benzylpiperidin-4-yl)ethyl (2R,6S)-2,6-dimethyl-4-[5-(trifluoromethyl)pyrazin-2-yl]piperazine-1-carboxylate hydrochloric acid salt